BrN1CC2(C3=CC=CC=C13)CCC2 bromospiro[cyclobutane-1,3'-indoline]